C(=C)OC(=O)C=1OC=CC1 vinyl-2-furoate